6-(1-(1-(2-(dimethylamino)-2-methylpropanoyl)piperidin-4-yl)-5-methyl-1H-pyrazol-4-yl)-4-((3-fluoropyridin-2-yl)thio)pyrazolo[1,5-a]pyridine-3-carbonitrile CN(C(C(=O)N1CCC(CC1)N1N=CC(=C1C)C=1C=C(C=2N(C1)N=CC2C#N)SC2=NC=CC=C2F)(C)C)C